COC1=C(C=CC=C1)N1C=NC=C1 1-(2-methoxyphenyl)imidazole